1-(4-bromophenyl)-1-cyclopropyl-N-methylmethanamine BrC1=CC=C(C=C1)C(NC)C1CC1